C(C=C)ON[C@@H]1C=C(C(=NC1)C(N)=O)C (2s,5r)-5-((allyloxy)amino)-2-carbamoyl-3-methyl-5,6-dihydropyridine